3-AMINO-5-(TRIFLUOROMETHOXY)BENZALDEHYDE NC=1C=C(C=O)C=C(C1)OC(F)(F)F